2-[(2E)-3-(4-Chlorophenyl)prop-2-enoyl]benzoic acid ClC1=CC=C(C=C1)/C=C/C(=O)C1=C(C(=O)O)C=CC=C1